O=C1C(=C(C1=O)NC1=C(C(=NC=C1)C(=O)N(C)C)O)NC1C=2C=NN(C2CCC1(C)C)C 4-((3,4-dioxo-2-((1,5,5-trimethyl-4,5,6,7-tetrahydro-1H-indazol-4-yl)amino)cyclobut-1-en-1-yl)amino)-3-hydroxy-N,N-dimethylpicolinamide